4-[4-(4-Methyl-pyrazol-1-ylmethyl)-benzyl]-pyridine-2-carboxylic acid (1-amino-isoquinolin-6-ylmethyl)-amide NC1=NC=CC2=CC(=CC=C12)CNC(=O)C1=NC=CC(=C1)CC1=CC=C(C=C1)CN1N=CC(=C1)C